6-methyl-4-[(1-methylcyclopropyl)amino]-N-[1-(pyrazin-2-yl)ethyl]furo[2,3-d]pyrimidine-5-carboxamide CC1=C(C2=C(N=CN=C2NC2(CC2)C)O1)C(=O)NC(C)C1=NC=CN=C1